(4'-(3-((4-hydroxyphenethyl)amino)prop-1-yne-1-yl)-[1,1'-biphenyl]-4-yl)(phenyl)methanone OC1=CC=C(CCNCC#CC2=CC=C(C=C2)C2=CC=C(C=C2)C(=O)C2=CC=CC=C2)C=C1